(E)-3H-indole N1=CCC2=CC=CC=C12